di-tert-butyl ((2R,4R)-2-fluoro-5-(11-fluoro-7-oxo-7,8-dihydrobenzo[5,6]azepino[3,4-b]indol-6(5H)-yl)pentane-1,4-diyl)dicarbamate F[C@@H](CNC(OC(C)(C)C)=O)C[C@H](CN1C(C=2NC=3C=CC(=CC3C2C2=C(C1)C=CC=C2)F)=O)NC(OC(C)(C)C)=O